(S)-3-(4-((2,5,8,11,14,17,20,23-octaoxapentacosan-25-yl)carbamoyl)phenyl)-2-(methylamino)propanoic acid COCCOCCOCCOCCOCCOCCOCCOCCNC(=O)C1=CC=C(C=C1)C[C@@H](C(=O)O)NC